1-ethylbenzo[cd]indol-2(1H)-one C(C)N1C(C2=C3C(C=CC=C13)=CC=C2)=O